ClC1=CC=C2C=CC=C(C2=C1)OCCN1CCOCC1 4-(2-((7-chloronaphthalen-1-yl)oxy)ethyl)morpholine